Cl.NC\C=C(\CN1C=NC2=C1C=C(C=C2C2=CC(=CC=C2)S(=O)(=O)N2CCCC2)C(=O)O)/F (Z)-1-(4-amino-2-fluorobut-2-en-1-yl)-4-(3-(pyrrolidin-1-ylsulfonyl)phenyl)-1H-benzo[d]imidazol-6-carboxylic Acid Hydrochloride